C(C1=CC=CC=C1)OC(=O)[C@](N)(CCC(NNC1=CC=C(C=C1)C#N)=O)C(=O)[O-] 2-((benzyloxy)carbonyl)-N5-((4-cyanophenyl)amino)-L-glutaminate